COC(CCCCCC=CCC=CCC=CCC)=O.C(CCCCCC=CCC=CCC=CCC)(=O)OC Methyl 7,10,13-hexadecatrienoate Methyl-hexadeca-7,10,13-trienoate